C(C)(C)(C)OC(=O)N1OCCC1C1COCCC1.OC(=O)C(F)(F)F.O1CC(CCC1)C1NOCC1 3-Tetrahydropyran-3-ylisoxazolidine TFA salt Tert-butyl-3-tetrahydropyran-3-ylisoxazolidine-2-carboxylate